tert-butyl 4-(aminomethyl)-4-(2,2,2-trifluoro-methylacetamido)piperidine-1-carboxylate NCC1(CCN(CC1)C(=O)OC(C)(C)C)N(C(C(F)(F)F)=O)C